FC1=CC=C(C=C1)C1CCC(CC1)OC[C@H]1[C@H](CCC2=CC=C(C(N12)=O)C)NS(=O)(=O)C1CC1 |r| rac-N-[(3S,4R)-4-({[(1s,4S)-4-(4-fluorophenyl)cyclohexyl]oxy}methyl)-7-methyl-6-oxo-1,3,4,6-tetrahydro-2H-quinolizin-3-yl]cyclopropanesulfonamide